(S)-4-(5-fluoro-2-(3-(4-(1-methyl-4-(trifluoromethyl)-1H-imidazol-2-yl)phenyl)-1,2,4-oxadiazol-5-yl)phenyl)but-3-yn-2-ol FC=1C=CC(=C(C1)C#C[C@H](C)O)C1=NC(=NO1)C1=CC=C(C=C1)C=1N(C=C(N1)C(F)(F)F)C